BrC=1C=C2C=CNC2=NC1 5-bromo-7-azaindole